ClC1=CC(=C(C=N1)C1=NC=C(C=C1)C(C)(C)O)NC1CCN(CC1)CCF 2-(6'-chloro-4'-((1-(2-fluoroethyl)piperidin-4-yl)amino)-[2,3'-bipyridin]-5-yl)propan-2-ol